ethyl-p-menthane-3-carboxamide C(C)C1(CC(C(CC1)C(C)C)C(=O)N)C